N-((1-(4-(5-(trifluoromethyl)-1,2,4-oxadiazol-3-yl)phenyl)-1H-imidazol-4-yl)methyl)thiazole-2-carboxamide FC(C1=NC(=NO1)C1=CC=C(C=C1)N1C=NC(=C1)CNC(=O)C=1SC=CN1)(F)F